FC=1C=CC=C2C(=CN(C12)C(=O)OC(C)(C)C)C=1C=C(SC1)C(CC(=O)OC)=O Methyl 3-(4-(7-fluoro-1-Boc-1H-indol-3-yl) thiophen-2-yl)-3-oxopropanoate